C(C=1C(C(=O)[O-])=CC=CC1)(=O)OCCOC(C(=C)C)=O 1-(2-methacryloyloxyethyl) phthalate